CN1N=C(N=C1)CO 1-Methyl-1,2,4-triazole-3-methanol